8-vinyl-octyl-triethoxysilane C(=C)CCCCCCCC[Si](OCC)(OCC)OCC